C(C)(C)(C)OC(=O)NCC1=CC=C(C=C1)C1=C(N=CS1)C(=O)[O-] 5-[4-({[(tert-butoxy)carbonyl]amino}methyl)phenyl]-1,3-thiazole-4-carboxylate